2,4-dichloro-N-methyl-pyrimidin-5-amine ClC1=NC=C(C(=N1)Cl)NC